Tert-Butyl 3-(6-(((benzyloxy)carbonyl)amino)-5,6,7,8-tetrahydronaphthalen-2-yl)-3,8-diazabicyclo[3.2.1]octane-8-carboxylate C(C1=CC=CC=C1)OC(=O)NC1CC=2C=CC(=CC2CC1)N1CC2CCC(C1)N2C(=O)OC(C)(C)C